1-methyl-5-[rac-(2R,4S)-4-[7-(2,4-difluorophenyl)-2-(dimethylamino)thiazolo[4,5-d]-pyrimidin-5-yl]tetrahydropyran-2-yl]pyridin-2-one CN1C(C=CC(=C1)[C@@H]1OCC[C@@H](C1)C=1N=C(C2=C(N1)N=C(S2)N(C)C)C2=C(C=C(C=C2)F)F)=O |r|